tert-butyl (3aR,7aS)-5-(6-aminothieno[3,2-b]pyridin-7-yl)-2-oxohexahydro[1,3]oxazolo[4,5-c]pyridine-3(2H)-carboxylate NC=1C(=C2C(=NC1)C=CS2)N2C[C@@H]1[C@H](CC2)OC(N1C(=O)OC(C)(C)C)=O